C(#N)C=1C(=NC(=C(C1CC)C#N)N1CCN(CCC1)C)SC(C(=O)N)C1=NC=CC(=C1)C 2-((3,5-dicyano-4-ethyl-6-(4-methyl-1,4-diazepan-1-yl)pyridin-2-yl)sulfanyl)-2-(4-methylpyridin-2-yl)acetamide